3-(1H-indol-4-yl)-5-(pyridin-2-ylamino)pyridin-2(1H)-one N1C=CC2=C(C=CC=C12)C=1C(NC=C(C1)NC1=NC=CC=C1)=O